NC1=CC=C(C=C1)N1C2CN(CC1CC2)C(=O)OC(C)(C)C tert-butyl 8-(4-aminophenyl)-3,8-diazabicyclo[3.2.1]octane-3-carboxylate